3,5-difluorobenzaldehyde oxime FC=1C=C(C=NO)C=C(C1)F